(R)-1-(2-chloropyridin-3-yl)ethyl (1-methyl-4-(5-((S)-5-oxopyrrolidine-3-carboxamido)pyridin-2-yl)-1H-1,2,3-triazol-5-yl)carbamate CN1N=NC(=C1NC(O[C@H](C)C=1C(=NC=CC1)Cl)=O)C1=NC=C(C=C1)NC(=O)[C@@H]1CNC(C1)=O